CCCC(=O)O 4-Butanic acid